C(C)C=1C=C(C=C2C=NC(=NC12)N[C@@H]1CNC[C@H](C1)F)C1=NC=C(C=N1)NS(=O)(=O)CC1=CC=CC=C1 N-(2-(8-ethyl-2-(((3S,5S)-5-fluoropiperidin-3-yl)amino)quinazolin-6-yl)pyrimidin-5-yl)-1-phenylmethanesulfonamide